BrC=1N=C(SC1)CO (4-bromo-1,3-thiazol-2-yl)methanol